NC(C(=O)O)CCO[Si](C)(C)C(C)(C)C 2-amino-4-[(tert-butyldimethylsilyl)oxy]butanoic acid